monohydrogeniodate I(=O)(=O)O